C(C)NC(NC1=NC=CC(=C1)CN1CCN(CC1)C1=CC=C(C(N1C)=O)C(=O)NC)=O 6-(4-((2-(3-ethylureido)pyridin-4-yl)methyl)piperazin-1-yl)-N,1-dimethyl-2-oxo-1,2-dihydropyridine-3-carboxamide